bis(4-hydroxy-3,5-dimethylphenyl)-2,4-dihydroxyphenylmethane OC1=C(C=C(C=C1C)C(C1=C(C=C(C=C1)O)O)C1=CC(=C(C(=C1)C)O)C)C